(1S,3R)-3-amino-N-(4-bromo-5-chloro-2-pyridinyl)cyclohexanecarboxamide N[C@H]1C[C@H](CCC1)C(=O)NC1=NC=C(C(=C1)Br)Cl